C(C)(=O)N1S(C2=C(C=C(C=C2F)F)C12C(N(C(C2)=O)C)=O)(=O)=O 2-acetyl-5,7-difluoro-1'-methyl-2H-spiro[benzo[d]isothiazole-3,3'-pyrrolidine]-2',5'-dione 1,1-dioxide